Br.FC1=C(C(=CC=C1)O)N1N=C2C(=CC1=O)NN=C2C=2C=NC(=CC2)N2CCN(CC2)C 5-(2-fluoro-6-hydroxylphenyl)-3-(6-(4-methylpiperazin-1-yl)pyrid-3-yl)-1H-pyrazolo[4,3-c]pyridazin-6(5H)-one hydrobromide